2-(4-((fluorosulfonyl)oxy)phenyl)benzo[d]thiazole-6-carboxylic acid FS(=O)(=O)OC1=CC=C(C=C1)C=1SC2=C(N1)C=CC(=C2)C(=O)O